BrC1=CC=C2N=CC(=NC2=C1)C=1C=NNC1 7-bromo-2-(1H-pyrazol-4-yl)quinoxaline